C(CC1=CC=CC=C1)NC(=O)C1=CC=C(O1)C1=C(OC2CCN(CC2)C(=O)[O-])C=CC=C1 4-(2-(5-(Phenethylcarbamoyl)furan-2-yl)phenoxy)piperidine-1-carboxylate